N-(6-morpholinyl-1-propyl-2-(3,4,5-trimethoxyphenyl)-5-benzimidazolyl)-1,3,4-thiadiazole-2-amine N1(CCOCC1)C=1C(=CC2=C(N(C(=N2)C2=CC(=C(C(=C2)OC)OC)OC)CCC)C1)NC=1SC=NN1